N,N'-bis(1,4-dimethylpentyl)para-phenylenediamine CC(CCC(C)C)NC1=CC=C(C=C1)NC(CCC(C)C)C